NC1=C(C=2C(=NC(=CN2)OCC=2C=NC=CC2)N1C1=C(C=CC(=C1)O)C)C(=O)N 6-amino-5-(5-hydroxy-2-methyl-phenyl)-3-(3-pyridylmethoxy)pyrrolo[2,3-b]pyrazine-7-carboxamide